methyl 3-((1R,3R)-3-benzyloxycyclobutoxy)-2-methyl-benzoate C(C1=CC=CC=C1)OC1CC(C1)OC=1C(=C(C(=O)OC)C=CC1)C